N-(3-bromo-2-fluoro-phenyl)-6-chloro-pyrido[3,2-d]pyrimidin-4-amine BrC=1C(=C(C=CC1)NC=1C2=C(N=CN1)C=CC(=N2)Cl)F